COC(C1=C(C(=CC=C1)OC)[N+](=O)[O-])=O 3-Methoxy-2-nitrobenzoic acid methyl ester